OC(CNC1=C(C=C(C=C1C)C)C)C1=CNC(O1)=S 5-[1-hydroxy-2-(2,4,6-trimethylphenylamino)ethyl]-1,3-oxazole-2(3H)-thione